C1(CC1)C1=CC(=CC(=N1)N1C(C2=C(C(=C1)C(F)(F)F)C=C(N2)CO)=O)C2=C(C=C(C=C2)F)C(=O)C2CC(C2)F 6-[6-cyclopropyl-4-[4-fluoro-2-(3-fluorocyclobutanecarbonyl)phenyl]pyridin-2-yl]-2-(hydroxymethyl)-4-(trifluoromethyl)-1H-pyrrolo[2,3-c]pyridin-7-one